6-chloro-N-(5-chloro-3-pyridyl)pyrido[3,2-d]pyrimidin-4-amine ClC=1C=CC=2N=CN=C(C2N1)NC=1C=NC=C(C1)Cl